N-hydroxy-2-(3H-imidazo[4,5-b]pyridin-2-yl)isoindoline-4-carboxamide ONC(=O)C=1C=2CN(CC2C=CC1)C1=NC=2C(=NC=CC2)N1